3-(2-(trifluoromethyl)pyrimidin-4-yl)bicyclo[1.1.1]Pentane-1-amine hydrochloride Cl.FC(C1=NC=CC(=N1)C12CC(C1)(C2)N)(F)F